FC(C(=O)O)(C1=C(C(=CC(=C1OC)Cl)Cl)Cl)F 2,2-difluoro-2-(2,3,5-trichloro-6-methoxy-phenyl)acetic acid